(N-4-hydroxybenzoyl)aminocaprylic acid OC1=CC=C(C(=O)NC(C(=O)O)CCCCCC)C=C1